6-(8-(benzo[d]thiazol-2-ylcarbamoyl)-3,4-dihydroisoquinolin-2(1H)-yl)-3-(3-phenoxyphenyl)picolinic acid tert-butyl ester C(C)(C)(C)OC(C1=NC(=CC=C1C1=CC(=CC=C1)OC1=CC=CC=C1)N1CC2=C(C=CC=C2CC1)C(NC=1SC2=C(N1)C=CC=C2)=O)=O